nickel cobalt sulfate magnesium [Mg+2].S(=O)(=O)([O-])[O-].[Co+2].[Ni+2].S(=O)(=O)([O-])[O-].S(=O)(=O)([O-])[O-]